(S)-N-(2-hydroxy-1-(pyridin-2-yl)ethyl)-5-(4-(trifluoromethyl)phenoxy)-2-naphthoamide OC[C@H](C1=NC=CC=C1)NC(=O)C1=CC2=CC=CC(=C2C=C1)OC1=CC=C(C=C1)C(F)(F)F